rac-N-(5-Chlorothiazol-2-yl)-2-(3,3-difluorocyclopentyl)-2-(4-(1-(methoxymethyl)-1H-tetrazol-5-yl)phenyl)acetamide ClC1=CN=C(S1)NC(C(C1=CC=C(C=C1)C1=NN=NN1COC)C1CC(CC1)(F)F)=O